5-bromo-7-iodo-3-methylquinoxalin-2(1H)-one BrC1=C2N=C(C(NC2=CC(=C1)I)=O)C